ClCC1=NC(=NO1)C1=CC(=C(C=C1)OC1=C(C=CC=C1)SCC(C)C)C(F)(F)F 5-(chloromethyl)-3-(4-(2-(isobutylthio)phenoxy)-3-(trifluoromethyl)phenyl)-1,2,4-oxadiazole